3-(1-methylcyclopropyl)propyl N-{[2-(2,6-dioxopiperidin-3-yl)-3-oxo-2,3-dihydro-1H-isoindol-5-yl]methyl}carbamate O=C1NC(CCC1N1CC2=CC=C(C=C2C1=O)CNC(OCCCC1(CC1)C)=O)=O